1-ethyl-N-[(1r,3s)-3-{[2-(trifluoromethyl)quinolin-4-yl]amino}cyclohexyl]-1H-pyrazole-5-carboxamide C(C)N1N=CC=C1C(=O)N[C@H]1C[C@H](CCC1)NC1=CC(=NC2=CC=CC=C12)C(F)(F)F